1-benzyl 2-methyl (2S,4R)-4-(((3R,5aS,6R,8aS,9R,10S,12R,12aR)-3,6,9-trimethyldecahydro-12H-3,12-epoxy[1,2]dioxepino[4,3-i]isochromen-10-yl)oxy)pyrrolidine-1,2-dicarboxylate C[C@]12CC[C@H]3[C@@H](CC[C@H]4[C@H]([C@H](O[C@@H]([C@@]34OO1)O2)O[C@@H]2C[C@H](N(C2)C(=O)OCC2=CC=CC=C2)C(=O)OC)C)C